2-tert-Butyl 3-ethyl (1R,3S,5R)-5-[(4-methylimidazol-1-yl)methyl]-2-azabicyclo[3.1.0]hexane-2,3-dicarboxylate CC=1N=CN(C1)C[C@]12C[C@H](N([C@@H]2C1)C(=O)OC(C)(C)C)C(=O)OCC